3-(4,4-difluoro-3-methylpiperidin-1-yl)-N-(3-sulfamoylphenyl)quinoxaline-2-carboxamide FC1(C(CN(CC1)C=1C(=NC2=CC=CC=C2N1)C(=O)NC1=CC(=CC=C1)S(N)(=O)=O)C)F